C(C)(=O)C1C(CCCC1=O)=O 2-acetylcyclohexane-1,3-dione